O[C@H]1[C@@H](O[C@@H]([C@H]1OC=C)CO)N1C(NC(C=C1)=O)=O 1-((2R,3R,4S,5R)-3-hydroxy-5-(hydroxymethyl)-4-(vinyloxy)tetrahydrofuran-2-yl)pyrimidine-2,4(1H,3H)-dione